C(CC)C1=CC=C(C=C1)S(=O)(=O)OC=1C=C(C=CC1)NC(=O)NC1=CC=C(C=C1)OS(=O)(=O)C1=CC=C(C=C1)CCC N-[3-(p-propylphenylsulphonyloxy)phenyl]-N'-[4-(p-propylphenylsulphonyloxy)phenyl]urea